2,4-difluoro-N-methyl-5-(piperazin-1-yl)benzamide FC1=C(C(=O)NC)C=C(C(=C1)F)N1CCNCC1